C(C1=CC=CC=C1)O[C@@H]1[C@H](N(C[C@@H]([C@H]1OCC1=CC=CC=C1)OCC1=CC=CC=C1)CCC1=C(C=CC=C1)F)CI (2S,3R,4R,5S)-3,4,5-tris(benzyloxy)-1-(2-fluorophenethyl)-2-(iodomethyl)piperidine